(1,3,5,7-Tetraoxo-5,7-dihydropyrrolo[3,4-f]isoindole-2,6(1H,3H)-diyl)bis(butane-2,1-diyl) dinitrate [N+](=O)(OCC(CC)N1C(C2=CC=3C(N(C(C3C=C2C1=O)=O)C(CO[N+](=O)[O-])CC)=O)=O)[O-]